OCCN(C=1N=C(C2=C(N1)C(=NC(=N2)N(CCOC)CCOC)N2CCC(CC2)OC)N2CC(N(C(C2)=O)C)=O)CCO 4-(2-(bis(2-hydroxyethyl)amino)-6-(bis(2-methoxyethyl)amino)-8-(4-methoxypiperidin-1-yl)pyrimido[5,4-d]pyrimidin-4-yl)-1-methylpiperazine-2,6-dione